4-[4-(6-Chloropyridin-3-yl)tetrahydro-2H-pyran-4-yl]Piperazine-1-carboxylic acid phenyl ester C1(=CC=CC=C1)OC(=O)N1CCN(CC1)C1(CCOCC1)C=1C=NC(=CC1)Cl